FC=1C=C2C(=NN(C2=CC1F)C1CN(CC1)C(C=C)=O)C1=CC=C(C=C1)C(F)(F)F 1-(3-(5,6-difluoro-3-(4-(trifluoro-methyl)phenyl)-1H-indazol-1-yl)-pyrrolidin-1-yl)prop-2-en-1-one